N1=C(C=CC=C1)N1N=C(C=2CCC3=C(C12)C=C(C=C3)C=3C=NC=CC3)C(=O)OCC ethyl 1-(2-pyridyl)-8-(3-pyridyl)-4,5-dihydrobenzo[g]indazole-3-carboxylate